Cl.FC(F)(F)C1=NOC2(C1)CCNCC2 (trifluoromethyl)-1-oxa-2,8-diazaspiro[4.5]dec-2-ene hydrochloride